3-cyclopropyl-N-(2-hydroxy-2-methylpropyl)-7-[(6-methylpyridazin-3-yl)amino]-7,8-dihydro-6H-cyclopenta[g]isoquinoline-5-sulfonamide C1(CC1)C=1N=CC=2C=C3C(=C(C2C1)S(=O)(=O)NCC(C)(C)O)CC(C3)NC=3N=NC(=CC3)C